ClC=1C=CC2=C(C(C(=C(O2)C2=CC=CC=C2)OCC2=CC=C(C(=O)NO)C=C2)=O)C1 4-(((6-chloro-4-oxo-2-phenyl-4H-benzopyran-3-yl)oxy)methyl)-N-hydroxybenzoamide